C(#N)C=1C=C(C(=C2CCCC12)NC(=O)C1=NN2C(OCCC2)=C1)C1CC1 ((7-cyano-5-cyclopropyl-2,3-dihydro-1H-inden-4-yl)carbamoyl)-6,7-dihydro-5H-pyrazolo[5,1-b][1,3]oxazine